BrC=1C=NN2C1N=C(C(=C2)O)Cl 3-bromo-5-chloropyrazolo[1,5-a]pyrimidin-6-ol